ClCC=1C=C2NC(C=3N(C2=CC1)C=CC3C)=O 7-(chloromethyl)-3-methylpyrrolo[1,2-a]quinoxalin-4(5H)-one